F[C@@H]1CC=2N(C=NC2C(C(=O)OCC)N2N=C3C=C(C=C(C3=C2)F)C2=CC(=C(C=C2)N2CCOCC2)F)C1 ethyl 2-((R)-6-fluoro-6,7-dihydro-5H-pyrrolo[1,2-c]imidazol-1-yl)-2-(4-fluoro-6-(3-fluoro-4-morpholinophenyl)-2H-indazol-2-yl)acetate